O1COC2=C1C=CC(=C2)CN(C(=O)[C@H]2[C@@H](CCC2)S(=O)(=O)C2=CC=C(C)C=C2)C2CC1CC1CC2 (1S,2R)-N-(benzo[d][1,3]dioxol-5-ylmethyl)-N-(bicyclo[4.1.0]heptan-3-yl)-2-tosylcyclopentane-1-carboxamide